(1R,2S)-2-(3-{[2-isopropyl-6-(morpholin-4-yl)pyrimidin-4-yl]amino}-1H-indazol-6-yl)-5'-methoxy-1'H-spiro[cyclopropan-1,3'-indol]-2'-one C(C)(C)C1=NC(=CC(=N1)NC1=NNC2=CC(=CC=C12)[C@@H]1C[C@@]12C(NC1=CC=C(C=C21)OC)=O)N2CCOCC2